tert-butyl (1-((1-(2-(((benzyloxy)carbonyl)amino)ethyl)piperidin-4-yl)amino)-1-oxo-5,8,11,14,17-pentaoxa-2-azanonadecan-19-yl)carbamate C(C1=CC=CC=C1)OC(=O)NCCN1CCC(CC1)NC(NCCOCCOCCOCCOCCOCCNC(OC(C)(C)C)=O)=O